N1(C=NC=C1)C1=CC=C(CN(C2=CC(=CC=C2)COCCOC2=CC(=CC=C2)N(C)C)CC2=CC(=CC=C2)OC)C=C1 N-(4-(1H-imidazol-1-yl)benzyl)-3-((2-(3-(dimethylamino)phenoxy)ethoxy)methyl)-N-(3-methoxybenzyl)aniline